3-(((8-(4-methyl-5-(trifluoromethyl)pyridin-2-yl)-1,6-naphthyridin-5-yl)amino)methyl)tetrahydrofuran-3-ol CC1=CC(=NC=C1C(F)(F)F)C=1C=NC(=C2C=CC=NC12)NCC1(COCC1)O